OC1(CCN(CC12CCCC2)C(=O)N2C(CNCC2)C2=C(C=CC=C2)OC)CN2C=NC(=CC2=O)C2=CC=CC=C2 3-((10-Hydroxy-7-(2-(2-methoxyphenyl)piperazine-1-carbonyl)-7-azaspiro[4.5]decan-10-yl)methyl)-6-phenylpyrimidin-4(3H)-one